ClC=1N=CC2=C(N1)N(C=C2C=2SC=CC2)[C@H]2[C@@H]([C@@H](C(C2)CNCCCNCCC2=CC=C(C=C2)F)O)O (1R,2s,3R)-3-(2-chloro-5-(thiophen-2-yl)-7H-pyrrolo[2,3-d]pyrimidin-7-yl)-5-(((3-((4-fluorophenethyl)amino)propyl)amino)methyl)cyclopentane-1,2-diol